4-methoxy-N-((S)-4-methyl-1-oxo-1-(((S)-1-oxo-3-((S)-2-oxopyrrolidin-3-yl)propan-2-yl)amino)pentan-2-yl)-1H-indole-2-carboxamide COC1=C2C=C(NC2=CC=C1)C(=O)N[C@H](C(N[C@H](C=O)C[C@H]1C(NCC1)=O)=O)CC(C)C